2-benzyl-6-[[2-(3-chloro-2-pyridyl)-5-(trifluoromethyl)pyrazole-3-carbonyl]amino]-5-methyl-indazole-7-carboxamide C(C1=CC=CC=C1)N1N=C2C(=C(C(=CC2=C1)C)NC(=O)C=1N(N=C(C1)C(F)(F)F)C1=NC=CC=C1Cl)C(=O)N